7-fluoro-1-(hydroxymethyl)indane-1-carboxylic acid FC=1C=CC=C2CCC(C12)(C(=O)O)CO